CC1(OC=2C=C(C=C(C2C2C1CC=C(C2)C)O)CCCC#CCCC)C 6,6,9-Trimethyl-3-oct-4-ynyl-6a,7,10,10a-tetrahydrobenzo[c]chromen-1-ol